COC1=NC=C(C=C1)OC1CCNCC1 2-methoxy-5-(piperidine-4-oxy)pyridine